naphthylmethyltriphenylphosphine chloride [Cl-].C1(=CC=CC2=CC=CC=C12)CC1=C(C=CC=C1)P(C1=CC=CC=C1)C1=CC=CC=C1